ethyl 2-(2-((5-(3-(aminomethyl)phenyl)benzofuran-3-yl)methyl)phenyl)acetate NCC=1C=C(C=CC1)C=1C=CC2=C(C(=CO2)CC2=C(C=CC=C2)CC(=O)OCC)C1